4,4,5,5-tetramethyl-2-(2-(((tetrahydro-2H-pyran-2-yl)oxy)methyl)phenyl)-1,3,2-dioxaborolane CC1(OB(OC1(C)C)C1=C(C=CC=C1)COC1OCCCC1)C